(3R,3aR,6R,6aR)-6-(benzyloxy)hexahydrofuro[3,2-b]furan-3-ol C(C1=CC=CC=C1)O[C@@H]1CO[C@H]2[C@@H]1OC[C@H]2O